C(C)(C)(C)NS(=O)(=O)C1=CC(=CC=C1)NC1=NC=C(C(=N1)NC1=CC=C(C=C1)N1CCN(CC1)C)C N-(tert-butyl)-3-((5-methyl-4-((4-(4-methylpiperazin-1-yl)phenyl)amino)pyrimidin-2-yl)amino)benzenesulfonamide